2-isopropyl-N-(1-(1-methyl-1H-pyrazol-4-yl)-1H-indazol-6-yl)benzamide C(C)(C)C1=C(C(=O)NC2=CC=C3C=NN(C3=C2)C=2C=NN(C2)C)C=CC=C1